ClC=1C(=C(C=CC1)O)C1=C(C2=C(CN3[C@@H](CO2)CNCC3)C=C1C#CC)Cl 3-chloro-2-[(12aR)-10-chloro-8-(prop-1-yn-1-yl)-1,2,3,4,12,12a-hexahydro-6H-pyrazino[2,1-c][1,4]benzooxazepin-9-yl]phenol